3-(7-oxo-6-pentyl-1H-pyrrolo[2,3-c]pyridin-4-yl)benzamide O=C1N(C=C(C2=C1NC=C2)C=2C=C(C(=O)N)C=CC2)CCCCC